methyl-hexanediol diacrylate C(C=C)(=O)OC(CCCCC)(OC(C=C)=O)C